BrC1=C(C(=CC(=C1)OCOC)Cl)[C@H]1[C@@H](C1)C |o1:12,13| rel-1-bromo-3-chloro-5-(methoxymethoxy)-2-[(1R,2R)-2-methylcyclopropyl]benzene